(2R)-2-Amino-3-cyclobutyl-N-[4-(1H-pyrrolo[2,3-b]pyridin-4-yl)phenyl]propenamide NC(C(=O)NC1=CC=C(C=C1)C1=C2C(=NC=C1)NC=C2)=CC2CCC2